1-(1-((4-bromopyridin-2-yl)methyl)-2-(2-cyclopentylethyl)-1,2,3,5-tetrahydro-4H-benzo[e][1,4]diazepin-4-yl)-3,3,3-trifluoropropan-1-one BrC1=CC(=NC=C1)CN1C(CN(CC2=C1C=CC=C2)C(CC(F)(F)F)=O)CCC2CCCC2